1-[4-bromo-5-(cyclopropyloxy)-2-iodo-phenyl]pyrazole BrC1=CC(=C(C=C1OC1CC1)N1N=CC=C1)I